L-mandelic acid methyl ester COC([C@@H](O)C1=CC=CC=C1)=O